4'-[4-(8-hydroxyoctyloxy)benzoyl]chalcone OCCCCCCCCOC1=CC=C(C(=O)C2=CC=C(C(/C=C/C3=CC=CC=C3)=O)C=C2)C=C1